4-(4-chlorophenoxyphenyl)thiazole ClC1=CC=C(OC2=C(C=CC=C2)C=2N=CSC2)C=C1